C1(CC1)C1=C(C=C(C=C1)C(NC(=O)C1N(CC(C1)F)C(CC=1N(C2=CC=CC=C2C1)C)=O)C1=CC=CC=C1)F N-[(4-cyclopropyl-3-fluorophenyl)(phenyl)methyl]-4-fluoro-1-[2-(1-methyl-1H-indol-2-yl)acetyl]pyrrolidine-2-carboxamide